(4-((2-(methylthio)-5H-pyrido[3,2-b]indol-5-yl)methyl)benzyl)phosphonic acid CSC=1C=CC=2N(C=3C=CC=CC3C2N1)CC1=CC=C(CP(O)(O)=O)C=C1